[N+](=O)([O-])C1=CC=C(C=C1)[C@@H](C)NC(=O)C=1NC2=C(C=C3C(=NNC3=C2)C2=CC=NC=C2)N1 (R)-N-(1-(4-nitrophenyl)ethyl)-3-(pyridin-4-yl)-1,7-dihydroimidazo[4,5-f]indazole-6-carboxamide